FC1(CCC2(OCCO2)CC1)CNC(C(=O)OCC)(C)C ethyl 2-[(8-fluoro-1,4-dioxaspiro[4.5]decan-8-yl)methylamino]-2-methyl-propanoate